NC1=CC=CC2=C1OC(CO2)CNC(=O)C=2OC(=CC2)CN2CCN(CC2)C 5-(4-methyl-piperazin-1-ylmethyl)-furan-2-carboxylic acid (8-amino-2,3-dihydro-benzo[1,4]dioxin-2-ylmethyl)-amide